4-(((4-(dimethylamino)benzyl)amino)methyl)phenol dihydrochloride Cl.Cl.CN(C1=CC=C(CNCC2=CC=C(C=C2)O)C=C1)C